FC(C1NC(NC1([2H])[2H])=O)(F)F 4-(trifluoromethyl)imidazolidin-2-one-5,5-d2